C1CC1NC2=C(C=NC=C2)[N+](=O)[O-] N-cyclopropyl-3-nitropyridin-4-amine